COC(CC1=CC2=CC=CC=C2C=C1)=O 2-(Naphthalene-2-yl)acetic acid methyl ester